FC=1C=C(C=C(C1)F)[C@@H]1CCC2=NN(C(N21)=O)C21CC(C2)(C1)CC#N (S)-2-(3-(5-(3,5-difluorophenyl)-3-oxo-6,7-dihydro-3H-pyrrolo[2,1-c][1,2,4]triazol-2(5H)-yl)bicyclo[1.1.1]pentan-1-yl)acetonitrile